COP(O)=O phosphonic acid methyl ester